CC1=C(C=C(C=C1)[C@]12[C@@H]([C@H]([C@@H]([C@](CO1)(O2)COCC2=CC=CC=C2)OCC2=CC=CC=C2)OCC2=CC=CC=C2)OCC2=CC=CC=C2)CC2=CC=C(C=C2)CCCCO 4-[4-[[2-Methyl-5-[(1S,2S,3S,4R,5S)-2,3,4-tribenzyloxy-1-(benzyloxymethyl)-6,8-dioxabicyclo[3.2.1]octane-5-yl]phenyl]methyl]phenyl]butan-1-ol